BrC1C2(C1)CCC=1N2C2=C(N1)C(=CC=C2)F bromo-5-fluoro-2,3-dihydrospiro[benzo[d]pyrrolo[1,2-a]-imidazole-1,1-cyclopropane]